C(CCCC(=O)O)(=O)C(C[C@H](N)C(=O)O)(C)C L-gamma-glutaryl-L-leucine